4-(6,8-dichloro-2-methyl-1,2,3,4-tetrahydroisoquinolin-4-yl)aniline indium [In].ClC=1C=C2C(CN(CC2=C(C1)Cl)C)C1=CC=C(N)C=C1